FC1(CC1)C1=C(C(=NO1)C1=C(C=CC=C1Cl)Cl)C(=O)OC1C[C@H]2CC[C@@H](C1)N2 (1R,3R,5S)-8-azabicyclo[3.2.1]octan-3-yl 5-(1-fluorocyclopropyl)-3-(2,6-dichlorophenyl)-1,2-oxazole-4-carboxylate